COC=1C=C(C=CC1OC)C1=C(NC2=CN=C(C=C21)C=2CCN(CC2)C(=O)OCC2=CC=CC=C2)C benzyl 4-(3-(3,4-dimethoxyphenyl)-2-methyl-1H-pyrrolo[2,3-c]pyridin-5-yl)-3,6-dihydropyridine-1(2H)-carboxylate